6-(3-cyanopyrrolo[1,2-b]pyridazin-7-yl)-N-((R)-2-fluoro-3-hydroxy-3-methylbutyl)-4-(((1r,4R)-4-(3-methyl-1,2,4-oxadiazol-5-yl)cyclohexyl)amino)nicotinamide C(#N)C1=CC=2N(N=C1)C(=CC2)C2=NC=C(C(=O)NC[C@H](C(C)(C)O)F)C(=C2)NC2CCC(CC2)C2=NC(=NO2)C